COC(CCC1=CC=CC=C1)N1N=NC2=C1C=CC=C2 1-(1-methoxy-3-phenylpropyl)-1H-benzo[d][1,2,3]triazole